C(#N)CCC[Si](OC)(OC)OC gamma-cyanopropyl-trimethoxysilane